9-methyl-sphingosine C(=O)C(CCC/C=C/[C@H]([C@H](CO)N)O)CCCCCCCCC